8-benzoyl-1-methyl-3-(pyridin-3-ylmethyl)-1,3,8-triazaspiro[4.5]decane C(C1=CC=CC=C1)(=O)N1CCC2(CN(CN2C)CC=2C=NC=CC2)CC1